BrC1=NN(C(=C1)C=O)C1=NC=CC=C1Cl 3-bromo-1-(3-chloropyridin-2-yl)-1H-pyrazole-5-formaldehyde